C1(CC1)CC(C(C(=O)OC)CC(=O)C1=CC(=C(C=C1)F)F)=O methyl 4-cyclopropyl-2-[2-(3,4-difluorophenyl)-2-oxo-ethyl]-3-oxo-butanoate